2-(5-ethylsulfonyl-1-methyl-2-pyrimidin-5-yl-imidazol-4-yl)-6-(trifluoromethoxy)isoindolin-1-one C(C)S(=O)(=O)C1=C(N=C(N1C)C=1C=NC=NC1)N1C(C2=CC(=CC=C2C1)OC(F)(F)F)=O